COCCOCCON O-(2-(2-methoxyethoxy)ethyl)hydroxylamine